C(CCC)N1C=2C=C3C(=CC2C(C=2C=CC(=CC12)F)=O)N(C1=CC(=CC=C1C3=O)F)CCCC 5,12-dibutyl-3,10-difluoroquinolino[2,3-b]acridine-7,14(5H,12H)-dione